4-(2-(difluoromethoxy)-5-hydrazinophenyl)-2-methyloxazole FC(OC1=C(C=C(C=C1)NN)C=1N=C(OC1)C)F